ClC1=CC(=NC(=N1)N1CCCC1)N1CC(N(CC1C)C(=O)OC(C)(C)C)C tert-butyl 4-(6-chloro-2-pyrrolidin-1-ylpyrimidin-4-yl)-2,5-dimethylpiperazine-1-carboxylate